[N-](C#N)C#N.C(#N)CCCN1C=[N+](C=C1)C 1-(3-Cyanopropyl)-3-methylimidazolium dicyanamide salt